tert-butyl (3-((5-(2-fluorophenyl)piperidin-3-yl)oxy)benzyl)carbamate FC1=C(C=CC=C1)C1CC(CNC1)OC=1C=C(CNC(OC(C)(C)C)=O)C=CC1